Ethyl (1R,5S)-5-(1,3-dioxoisoindolin-2-yl)cyclohex-3-ene-1-carboxylate O=C1N(C(C2=CC=CC=C12)=O)[C@@H]1C=CC[C@H](C1)C(=O)OCC